Methyl 3-(bicyclo[1.1.1]pentan-1-yl)-4-iodo-1H-pyrazole-5-carboxylate C12(CC(C1)C2)C2=NNC(=C2I)C(=O)OC